(Z)-1-(6-(5-(7-Ethyl-7H-imidazo[4,5-c]pyridazin-4-yl)-2-fluorophenyl)-7-methoxyimidazo[1,2-a]pyridin-2-yl)ethan-1-one O-methyl oxime CO\N=C(\C)/C=1N=C2N(C=C(C(=C2)OC)C2=C(C=CC(=C2)C=2C3=C(N=NC2)N(C=N3)CC)F)C1